phenyl-N2-(pyridin-4-yl)-N4-(2,2,2-trifluoroethyl)-1,3,5-triazine-2,4-diamine C1(=CC=CC=C1)C1=NC(=NC(=N1)NC1=CC=NC=C1)NCC(F)(F)F